C(C)(C)(C)OC(=O)N[C@H](C(=O)OC(C(C)C)OC(=O)N1C=C(C2=CC=CC=C12)CCN(C)C)C(C)C 3-(2-(dimethylamino)ethyl)-1H-indole-1-carboxylic acid 1-(((S)-2-((tert-butoxycarbonyl) amino)-3-methylbutanoyl) oxy)-2-methylpropyl ester